methyl 3-((3,3-difluoropropyl)sulfonyl)-4-methylbenzoate FC(CCS(=O)(=O)C=1C=C(C(=O)OC)C=CC1C)F